4-(4-(6-(((1s,2s,3r,5r)-2-fluoro-1,5-dimethyl-9-azabicyclo[3.3.1]non-3-yl)oxy)pyridazin-3-yl)-3-hydroxyphenyl)-1-methylpyridin-2(1H)-one F[C@H]1[C@@]2(CCC[C@](C[C@H]1OC1=CC=C(N=N1)C1=C(C=C(C=C1)C1=CC(N(C=C1)C)=O)O)(N2)C)C